COC1=C(C=CC=C1)C1=C(C=NC(=C1)C)C(=O)NC=1SC2=C(N1)CN(C2)C(=O)C2=CN=NN2C 4-(2-methoxyphenyl)-6-methyl-N-[5-(1-methyl-1H-1,2,3-triazole-5-carbonyl)-4H,5H,6H-pyrrolo[3,4-d][1,3]thiazol-2-yl]pyridine-3-carboxamide